ClC1=C(C(=C(C=C1OC)OC)Cl)C1=CC2=C(N=C(N=C2)SC)C(=N1)NCCCNC(C)C N1-(6-(2,6-dichloro-3,5-dimethoxyphenyl)-2-(methylthio)pyrido[3,4-d]pyrimidin-8-yl)-N3-isopropylpropane-1,3-diamine